C12C(CC(CC1)[Si](OC)(OC)OC)O2 4-epoxycyclohexyl-trimethoxysilane